C1(CC1)C1=C(C=NC=C1)COC1=CC=C(C=C1)C=1C=C(C(NC1C(F)(F)F)=O)C(=O)N 5-(4-((4-cyclopropylpyridin-3-yl)methoxy)phenyl)-2-oxo-6-(trifluoromethyl)-1,2-dihydropyridine-3-carboxamide